1-carbamoylbenzyloxy-3-aminoazetidine C(N)(=O)C1(CON2CC(C2)N)CC=CC=C1